aminophenyl-propargylether NC(C#C)(C1=CC=CC=C1)OC(C#C)(N)C1=CC=CC=C1